2-Chloro-3-(isopropylsulfonyl)-N-methyl-N-(1-methyl-1H-1,2,4-triazol-5-yl)-4-(methylsulfonyl)benzamide ClC1=C(C(=O)N(C2=NC=NN2C)C)C=CC(=C1S(=O)(=O)C(C)C)S(=O)(=O)C